CC(CCC(=O)O)CCCCCCCCC 4-methyl-tridecanoic acid